1-tert-butyl-5-[3-(2-methoxyphenyl)-1,2,4-oxadiazol-5-yl]-1H-1,2,3-benzotriazole C(C)(C)(C)N1N=NC2=C1C=CC(=C2)C2=NC(=NO2)C2=C(C=CC=C2)OC